CC1CC(CNC1)C1=CC=C(C(=O)OCC)C=C1 Ethyl 4-(5-methylpiperidin-3-yl)benzoate